C=1(C(=CC=CC1)C=N)C=N xylenediimine